ClC=1C=C2C(=C3C1NC(NC31CCCCC1)=O)OC(=N2)CN2CCC(CC2)=O 5-chloro-2-[(4-oxopiperidin-1-yl)methyl]-7,8-dihydro-6H-spiro[[1,3]oxazolo[5,4-f]quinazoline-9,1'-cyclohexan]-7-one